methyl eicosenate CCCCCCCCCCCCCCCCCCCC(=O)OC